C(C)OC(CCNC(C1=C(C=C(C=C1)[C@H]([C@H](C1=CC=C(C=C1)OC(F)(F)F)O)CCC)F)=O)=O 3-(2-fluoro-4-((1R,2R)-1-hydroxy-1-(4-(trifluoromethoxy)phenyl)pentan-2-yl)benzoylamino)propionic acid ethyl ester